tert-butyl (4aS,9bS)-3,3-dimethyl-7-(trifluoromethyl)-3,4,4a,9b-tetrahydrobenzofuro[3,2-b]pyridine-1(2H)-carboxylate CC1(C[C@H]2[C@@H](N(C1)C(=O)OC(C)(C)C)C1=C(O2)C=C(C=C1)C(F)(F)F)C